6-fluoro-N-[1-(fluoromethyl)cyclopropyl]-1-methyl-3-(6-methylpyridazin-3-yl)-2-oxo-benzimidazole-5-sulphonamide FC=1C(=CC2=C(N(C(N2C=2N=NC(=CC2)C)=O)C)C1)S(=O)(=O)NC1(CC1)CF